8-Fluoro-2-[(3-methoxyphenyl)methyl]-7-(1H-pyrazol-4-yl)phthalazin-1-one FC=1C(=CC=C2C=NN(C(C12)=O)CC1=CC(=CC=C1)OC)C=1C=NNC1